ClC1=C(C(=CC=C1)F)C=1C(=CC2=C(N(C(N=C2N2[C@H](CN(CC2)C(=O)OC(C)(C)C)C)=O)C=2C(=NC=CC2CCO)C(C)C)N1)F (3S)-tert-butyl 4-(7-(2-chloro-6-fluorophenyl)-6-fluoro-1-(4-(2-hydroxyethyl)-2-isopropylpyridin-3-yl)-2-oxo-1,2-dihydropyrido[2,3-d]pyrimidin-4-yl)-3-methylpiperazine-1-carboxylate